7-epoxyheptyl vinyl ether C(=C)OC1C(CCCCC)O1